5,7-Diphenyl-N-(2-(pyridin-4-yl)ethyl)pyrazolo[1,5-a]pyrimidine-2-carboxamide C1(=CC=CC=C1)C1=NC=2N(C(=C1)C1=CC=CC=C1)N=C(C2)C(=O)NCCC2=CC=NC=C2